COC1=C(C2=CC=CC=C2C=C1)CCNC(C)C N-(2-(2-methoxynaphthalen-1-yl)ethyl)propan-2-amine